N-methyl-diallyl-amine CN(CC=C)CC=C